C1=CN=CC=C1SSC2=CC=NC=C2 4,4'-Dipyridyl disulphide